N,N'-di-tert-butyl-1,2-ethylenediamine C(C)(C)(C)NCCNC(C)(C)C